C(C)O/C=C/C1=CC=C(C(=O)O)C=C1 4-[(1E)-2-ethoxyethenyl]benzoic acid